CN1C(=NN=C1)CC1(CCC1)C1=CC(=NC=C1)N1C(C2=CC(=CC(=C2C1)C(F)(F)F)CNC1(CCC1)C)=O 2-(4-(1-((4-methyl-4H-1,2,4-triazol-3-yl)methyl)cyclobutyl)pyridin-2-yl)-6-(((1-methylcyclobutyl)amino)methyl)-4-(trifluoromethyl)isoindolin-1-one